5-acetyl-4-methylthiophene C(C)(=O)C1=C(C=CS1)C